ClC=1C(=C(C=CC1)NC1=C(NC2=C1C(NC[C@@H]2CCF)=O)C2=CC=NC1=CC=C(N=C21)OC)OC (S)-3-((3-chloro-2-methoxyphenyl)amino)-7-(2-fluoroethyl)-2-(6-methoxy-1,5-naphthyridin-4-yl)-1,5,6,7-tetrahydro-4H-pyrrolo[3,2-c]pyridin-4-one